O1C(=NC2=C1C=CC=C2)C2=C(C(=CC(=C2)C2=CC=C(C=C2)C=2C=NC=CC2)C2=CC=C(C=C2)C=2C=NC=CC2)O 2-(benzoxazol-2-yl)-4,6-bis(4-(pyridin-3-yl)phenyl)phenol